6-[1-(2,2-difluoroethyl)-1H-pyrazolo[3,4-b]pyrazin-6-yl]-2-[2-(2,2,2-trifluoroethoxy)pyrimidin-5-yl]-2,6-diazaspiro[3.4]octane FC(CN1N=CC=2C1=NC(=CN2)N2CC1(CN(C1)C=1C=NC(=NC1)OCC(F)(F)F)CC2)F